4-(5,8-dioxaspiro[3.4]oct-2-yl)-1-(4-(trifluoromethoxy)phenyl)-1H-pyrazolo[3,4-b]pyridine-3-carbonitrile C1C(CC12OCCO2)C2=C1C(=NC=C2)N(N=C1C#N)C1=CC=C(C=C1)OC(F)(F)F